CN1N=CC(=C1C)C1=CC(=NC=C1C)C(=O)[O-] 4-(1,5-dimethylpyrazol-4-yl)-5-methyl-pyridine-2-carboxylate